trans-2-(5-(3-((2-((S)-3-carboxybutanoyl)-5-methoxybenzo[b]thiophen-6-yl)oxy)propoxy)-4-fluoro-6-methoxybenzo[b]thiophene-2-carbonyl)cyclopropanecarboxylic acid C(=O)(O)[C@H](CC(=O)C1=CC2=C(S1)C=C(C(=C2)OC)OCCCOC2=C(C1=C(SC(=C1)C(=O)[C@H]1[C@@H](C1)C(=O)O)C=C2OC)F)C